2-(2-((tert-butoxycarbonyl)amino)ethoxy)ethyl-3-((2-(5-fluoroisoindolin-2-yl)-2-oxoethyl)amino)adamantan-1-ylcarbamate C(C)(C)(C)OC(=O)NCCOCCOC(NC12CC3(CC(CC(C1)C3)C2)NCC(=O)N2CC3=CC=C(C=C3C2)F)=O